C(C)(C)(C)C=1C(=C(C=C(C1)C)CCC(=O)O)O.C(C)(C)(C)C=1C(=C(C=C(C1)C)CCC(=O)O)O.C(COC=C)OC=C ethylene bis(oxyethylene) bis(3-(5-tert-butyl-4-hydroxy-m-tolyl)-propionate)